NC1=CC(=C(C=C1)C1=CC(NC=C1)=O)F 4-(4-amino-2-fluorophenyl)pyridin-2(1H)-one